1,1-Diphenyl-2-piperidinylhydrazinium C1(=CC=CC=C1)[NH+](NN1CCCCC1)C1=CC=CC=C1